(2s,4r)-1-(t-butoxycarbonyl)-4-(t-butyldimethylsilyloxy)-2-methylpyrrolidine-2-carboxylic acid C(C)(C)(C)OC(=O)N1[C@@](C[C@H](C1)O[Si](C)(C)C(C)(C)C)(C(=O)O)C